(1,2,3,4-tetrahydroisoquinolin-3-yl)methanone methyl-5-fluoropyridine-2-carboxylate COC(=O)C1=NC=C(C=C1)F.C1NC(CC2=CC=CC=C12)C=O